(3R)-3-(tert-Butoxycarbonylamino)-5-[(4-chlorophenyl)methyl]-8-fluoro-4-oxo-2,3-dihydro-1,5-benzothiazepine-7-Carboxylic acid methyl ester COC(=O)C=1C(=CC2=C(N(C([C@H](CS2)NC(=O)OC(C)(C)C)=O)CC2=CC=C(C=C2)Cl)C1)F